5-[(2S,6R)-11-(4-amino-4-methyl-1-piperidyl)-6-methyl-4,7,10-triazatricyclo[7.4.0.02,7]trideca-1(9),10,12-trien-4-yl]-2-deuterio-quinoline-8-carbonitrile NC1(CCN(CC1)C1=NC=2CN3[C@@H](CN(C[C@@H]3C2C=C1)C1=C2C=CC(=NC2=C(C=C1)C#N)[2H])C)C